2-[[1-methyl-3-[(3S,4R)-4-methyltetrahydrofuran-3-yl]oxy-1H-pyrazol-4-yl]amino]-7-[(3R,4R)-4-methyltetrahydrofuran-3-yl]pyrrolo[2,3-d]pyrimidine-6-carbonitrile CN1N=C(C(=C1)NC=1N=CC2=C(N1)N(C(=C2)C#N)[C@H]2COC[C@@H]2C)O[C@@H]2COC[C@H]2C